(S)-N-((4-carbamimidoylthiophen-2-yl)methyl)-7-(2-(1-oxo-5-phenylisoindolin-2-yl)acetyl)-1,4-dioxa-7-azaspiro[4.4]nonane-8-carboxamide C(N)(=N)C=1C=C(SC1)CNC(=O)[C@H]1N(CC2(OCCO2)C1)C(CN1C(C2=CC=C(C=C2C1)C1=CC=CC=C1)=O)=O